(Ra)-N-[6-(5-chloro-1,3-benzoxazol-2-yl)spiro[3.3]heptan-2-yl]-5-(tetrahydrofuran-3-carbonylsulfamoyl)furan-2-carboxamide ClC=1C=CC2=C(N=C(O2)C2CC3(CC(C3)NC(=O)C=3OC(=CC3)S(NC(=O)C3COCC3)(=O)=O)C2)C1